C(C)(C)(C)C=1C=C(C=C(C1OC)C(C)(C)C)B(O)O 3,5-di-tert-butyl-4-methoxyphenylboronic acid